N1(CCCC1)C(=O)O[C@H]1C[C@H](CC1)C1=CC(=NN1)NC(COC1=C(C(=CC(=C1)OC)OCC1=CC=CC=C1)C=O)=O (1R,3S)-3-(3-(2-(3-(benzyloxy)-2-formyl-5-methoxyphenoxy)acetamido)-1H-pyrazol-5-yl)cyclopentyl pyrrolidine-1-carboxylate